acryloxyisobutyltriisopropoxysilane C(C=C)(=O)OC(C)(C)O[Si](OC(C)C)(OC(C)C)CC(C)C